(3S)-4-[2-[1-[[1-[2-(2,6-dioxo-3-piperidinyl)-1,3-dioxo-isoindol-5-yl]-4-piperidinyl]methyl]-4-fluoro-4-piperidinyl]ethyl]-3-methyl-piperazine-1-carboxylic acid benzyl ester C(C1=CC=CC=C1)OC(=O)N1C[C@@H](N(CC1)CCC1(CCN(CC1)CC1CCN(CC1)C=1C=C2C(N(C(C2=CC1)=O)C1C(NC(CC1)=O)=O)=O)F)C